N1=C(C=CC2=CN=CC=C12)C(=O)NC(C(=O)N)CCC(C(=O)N)=O 2-(1,6-naphthyridine-2-carboxamido)-5-oxohexanediamide